OCCCCN1C(C2=CC=CC=C2C1=O)=O 2-(4-hydroxy-butyl)-isoindole-1,3-dione